ClC1=CC=C2C(CCN(C2=N1)C(=O)OC(C)(C)C)C tert-butyl 7-chloro-4-methyl-3,4-dihydro-1,8-naphthyridine-1(2H)-carboxylate